BrC(C)C1=CC=C(C=C1)N1N=C(C=C1OC)C(F)(F)F 1-(4-(1-bromoethyl)phenyl)-5-methoxy-3-(trifluoromethyl)-1H-pyrazole